C(CCCCCCCCCC)OCCCCCCCCCCCC n-Undecyl-n-dodecylether